5-[1-(5-bromo-6-chloropyridin-3-yl)-3-methylcyclobutyl]-4-ethyl-4H-1,2,4-triazole-3-thiol BrC=1C=C(C=NC1Cl)C1(CC(C1)C)C=1N(C(=NN1)S)CC